N1(CCN(CCN(CCN(CCN(CCN(CC1)CC(=O)O)CC(=O)O)CC(=O)O)CC(=O)O)CC(=O)O)CC(=O)O 1,4,7,10,13,16-Hexaazacyclooctadecane-1,4,7,10,13,16-hexaacetic acid